[N+](#[C-])C=1C=C(C=CC1[N+](=O)[O-])C(F)(F)F 3-ISOCYANO-4-NITRO-BENZOTRIFLUORIDE